(2-sulfamoyl-4-pyridyl)-5-(trifluoromethyl)-2-[(1s,5s)-1-(trifluoromethyl)-3-azabicyclo[3.2.0]hept-3-yl]pyridine-3-carboxamide S(N)(=O)(=O)C1=NC=CC(=C1)C1=C(C(=NC=C1C(F)(F)F)N1C[C@@]2(CC[C@@H]2C1)C(F)(F)F)C(=O)N